(R)-3-Hydroxy-3-(3-(6-(2-(((S)-1-(imidazo[1,2-a]pyridin-6-yl)ethyl)amino)pyrimidin-4-yl)pyridin-2-yl)isoxazol-5-yl)-1-methylpyrrolidin-2-one O[C@@]1(C(N(CC1)C)=O)C1=CC(=NO1)C1=NC(=CC=C1)C1=NC(=NC=C1)N[C@@H](C)C=1C=CC=2N(C1)C=CN2